FC=1C=C(C=C(C1)OCC(C)C)C1=CC=C(C(=N1)N1C(C[C@@H](C1)C)(C)C)C(=O)NS(=O)(=O)C1CNCCC1 6-(3-Fluoro-5-isobutoxyphenyl)-N-(3-piperidylsulfonyl)-2-[(4S)-2,2,4-trimethylpyrrolidin-1-yl]pyridin-3-carboxamid